NC1=NC=CC2=C1NC(N2[C@H]2CNC[C@H](C2)O)=O 4-amino-1-[(3R,5S)-5-hydroxy-3-piperidyl]-3H-imidazo[4,5-c]pyridin-2-one